oleic monoamide C(CCCCCCC\C=C/CCCCCCCC)(=O)N